1-((3R,4S)-3-((5-(1-(2,2-difluoroethyl)-1H-benzo[d][1,2,3]triazol-6-yl)-4-methoxypyrrolo[2,1-f][1,2,4]triazin-2-yl)amino)-4-fluoropyrrolidin-1-yl)ethan-1-one FC(CN1N=NC2=C1C=C(C=C2)C=2C=CN1N=C(N=C(C12)OC)N[C@@H]1CN(C[C@@H]1F)C(C)=O)F